(R)-N-(7-(4-fluorobenzoyl)-8-methyl-3-(3-methyl-1,2,4-thiadiazol-5-yl)-5,6,7,8-tetrahydroimidazo[1,5-a]pyrazin-1-yl)acrylamide FC1=CC=C(C(=O)N2[C@@H](C=3N(CC2)C(=NC3NC(C=C)=O)C3=NC(=NS3)C)C)C=C1